CC=1C=CC=2N(C3=CC=C(C=C3C2C1)C)C=1C(=C(C(=NC1N1C2=CC=C(C=C2C=2C=C(C=CC12)C)C)N1C2=CC=C(C=C2C=2C=C(C=CC12)C1=CC=CC=C1)C1=CC=CC=C1)N1C2=CC=C(C=C2C=2C=C(C=CC12)C1=CC=CC=C1)C1=CC=CC=C1)C1=CC=NC=C1 9,9'-(5,6-bis(3,6-dimethyl-9H-carbazol-9-yl)-[4,4'-bipyridine]-2,3-diyl)bis(3,6-diphenyl-9H-carbazole)